(1r,4e,9s)-4,11,11-trimethyl-8-methylene-bicyclo[7.2.0]undec-4-ene C/C=1/CC[C@H]2C(C[C@@H]2C(CC/C1)=C)(C)C